C(C(=O)NC1=CC=CC=C1)(=O)NC1=CC=CC=C1 Oxalanilide